(S)-{4-[(5-chloro-4-{4-oxa-7-azaspiro[2.5]octan-7-yl}pyrimidin-2-yl)amino]phenyl}(imino)methyl-λ6-sulfanone ClC=1C(=NC(=NC1)NC1=CC=C(C=C1)[SH2](=O)C=N)N1CCOC2(CC2)C1